FC1(CCN(CC1)S(=O)(=O)C=1C=C(C=CC1)NC(C1=C(N=CC=C1)N1CCC2(CC2)CC1)=O)F N-(3-((4,4-difluoropiperidin-1-yl)sulfonyl)phenyl)-2-(6-azaspiro[2.5]octan-6-yl)nicotinamide